FC(C1=CN(C2=NC=C(N=C21)C2=CN=C(S2)C(=O)OC)COCC[Si](C)(C)C)(F)F methyl 5-[7-(trifluoromethyl)-5-{[2-(trimethylsilyl) ethoxy] methyl} pyrrolo[2,3-b]pyrazin-2-yl]-1,3-thiazole-2-carboxylate